3-(2,5-dioxo-3-(phenylamino)-2,5-dihydro-1H-pyrrol-1-yl)piperidine-2,6-dione O=C1N(C(C=C1NC1=CC=CC=C1)=O)C1C(NC(CC1)=O)=O